N1CC(C1)NC=1C=CC(=C(C(=O)N[C@H](C)C2=CC(=CC=C2)C=2SC(=CC2)Cl)C1)C (R)-5-(azetidin-3-ylamino)-N-(1-(3-(5-chlorothiophen-2-yl)phenyl)ethyl)-2-methylbenzamide